D-N-sulfogalactosamine S(=O)(=O)(O)N[C@H]1C(O)O[C@@H]([C@@H]([C@@H]1O)O)CO